CN(C(C1=CC=C(C=C1)OC(F)(F)F)=O)C=1C(=NN(C1)C1=CC=C(C=C1)[N+](=O)[O-])C N-methyl-N-[3-methyl-1-(4-nitrophenyl)pyrazol-4-yl]-4-(trifluoromethoxy)benzamide